4-[[2-chloro-6-[4-[4-[(4R)-4-(tert-butoxycarbonylamino)-2-oxo-pyrrolidin-1-yl]phenyl]sulfonylpiperazin-1-yl]-4-pyridyl]-difluoro-methyl]cyclohexanecarboxylic acid ClC1=NC(=CC(=C1)C(C1CCC(CC1)C(=O)O)(F)F)N1CCN(CC1)S(=O)(=O)C1=CC=C(C=C1)N1C(C[C@H](C1)NC(=O)OC(C)(C)C)=O